tert-butyl 1-(2-(3,4-dihydro-2H-pyran-5-yl)-5-methylphenoxy)cyclopropane-1-carboxylate O1CCCC(=C1)C1=C(OC2(CC2)C(=O)OC(C)(C)C)C=C(C=C1)C